C(C)NCC(C[Si](OC)(OC)OC)C N-ethyl-3-amino-2-methylpropyl-trimethoxysilane